ClC1=C(C(=O)O)C=CC(=C1)NC(C(C1=CC=CC=C1)NC=CCC1=C(C(=CC=C1N1N=CN=N1)Cl)F)=O 2-chloro-4-(2-(3-(3-chloro-2-fluoro-6-(2H-tetrazol-2-yl)phenyl)propenylamino)-2-phenylacetylamino)benzoic acid